9-(2,5-dimethylphenyl)-10-methylacridine perchlorate Cl(=O)(=O)(=O)O.CC1=C(C=C(C=C1)C)C1C2=CC=CC=C2N(C=2C=CC=CC12)C